CC1=C(C(=CC=C1)C)C=1C(=CC2=C(N(C(N=C2N2[C@H](CN([C@@H](C2)C)C(C=C)=O)C)=O)C=2C(=NC=CC2C)C(C)C)N1)F (M)-7-(2,6-Dimethylphenyl)-4-[(2S,5R)-2,5-dimethyl-4-prop-2-enoyl-piperazin-1-yl]-6-fluoro-1-(2-isopropyl-4-methyl-3-pyridyl)pyrido[2,3-d]pyrimidin-2-one